tert-butyl 2-(2-(3-(1-((1,4-dioxan-2-yl)methyl)-1H-indazole-3-carboxamido)-4-(piperidin-1-yl)benzamido)-5-fluorophenyl)acetate O1C(COCC1)CN1N=C(C2=CC=CC=C12)C(=O)NC=1C=C(C(=O)NC2=C(C=C(C=C2)F)CC(=O)OC(C)(C)C)C=CC1N1CCCCC1